1-methyl-1H-indole-6-carboxylic acid isopropyl ester C(C)(C)OC(=O)C1=CC=C2C=CN(C2=C1)C